ClC=1C(=NC=NC1)C1=C2OC[C@@H](N3C(=NC(C(=C1)F)=C32)C(C)(C)O)C 5-chloro-4-((S)-8-fluoro-2-(2-hydroxypropan-2-yl)-3-methyl-3,4-dihydro-5-oxa-1,2a-diazaacenaphthylene-6-yl)pyrimidin